N1-(3-methacrylamidopropyl)-N1,N1,N10,N10-tetramethyl-N10-(2,2,6,6-tetramethylpiperidin-4-yl)decane-1,10-diaminium C(C(=C)C)(=O)NCCC[N+](CCCCCCCCCC[N+](C1CC(NC(C1)(C)C)(C)C)(C)C)(C)C